methyl 4-[4-(2,2-dimethoxyethyl)piperidin-1-yl]-2-formylbenzoate COC(CC1CCN(CC1)C1=CC(=C(C(=O)OC)C=C1)C=O)OC